[2-[(1R,5S)-3-azabicyclo[3.1.0]hex-6-yl]-7-fluoro-indazol-5-yl]-2,8-dimethyl-imidazo[1,2-b]pyridazine [C@@H]12CNC[C@H]2C1N1N=C2C(=CC(=CC2=C1)C1=C(N=C2N1N=CC=C2C)C)F